CS(=O)(=O)OCC=1C=NC(=C(C1)F)C1C(NC(CC1)=O)=O (6-(2,6-dioxopiperidin-3-yl)-5-fluoropyridin-3-yl)methyl methanesulfonate